OC(CC(=O)SCCNC(CCNC([C@@H](C(COP(OP(OC[C@@H]1[C@H]([C@H]([C@@H](O1)N1C=NC=2C(N)=NC=NC12)O)OP(=O)(O)O)(=O)O)(=O)O)(C)C)O)=O)=O)(CO)O 3,3,4-trihydroxybutyryl-CoA